C(CCCCCCCCCCCCC)(=O)N(CCCO)CCC myristoylpropyl-hydroxypropylamine